N[C@H]1[C@@H]2N(C[C@H]1CC2)C(=O)C2=CC1=C(N(C(=N1)C1=CC=3C(=C4C=CNC4=CC3)N1CC1CC1)C)C(=C2)F ((1R,4R,7R)-7-amino-2-azabicyclo[2.2.1]hept-2-yl)(2-(1-(cyclopropylmethyl)-1,6-dihydropyrrolo[2,3-e]indol-2-yl)-7-fluoro-1-methyl-1H-benzo[d]imidazol-5-yl)methanone